N-(3-(3,3-difluorocyclobutyl)-1-(2-(dimethylamino)ethyl)-4-methyl-1H-pyrazol-5-yl)-3,3-difluorocyclobutane-1-carboxamide FC1(CC(C1)C1=NN(C(=C1C)NC(=O)C1CC(C1)(F)F)CCN(C)C)F